OC1CN(C1)C(=O)[O-] 3-hydroxyazetidine-1-carboxylate